C(CCCCCCCCCCC)NC1=NC(=NC(=N1)S)S 2-laurylamino-4,6-dimercapto-s-triazine